(2-(2,6-Dichlorophenyl)-9-(1-(1-methylpiperidin-4-yl)-1H-pyrazol-4-yl)imidazo[2,1-f][1,6]naphthyridin-3-yl)methanol ClC1=C(C(=CC=C1)Cl)C=1N=C2C=3C=C(C=NC3C=CN2C1CO)C=1C=NN(C1)C1CCN(CC1)C